N-(1H-benzo[d]imidazol-2-yl)-4-fluorobenzenesulfonamide N1C(=NC2=C1C=CC=C2)NS(=O)(=O)C2=CC=C(C=C2)F